ClC=1C(=CC=C2N=CC(=NC12)C=1C=NN(C1)C(CC(=O)OCC)(C)C)OC=1C=CC2=C(N(C(=N2)C)COCC[Si](C)(C)C)C1 ethyl 3-(4-(8-chloro-7-((2-methyl-1-((2-(trimethylsilyl)ethoxy)methyl)-1H-benzo[d]imidazol-6-yl)oxy)quinoxalin-2-yl)-1H-pyrazol-1-yl)-3-methylbutanoate